5-((5-((3'-(3-(6-oxa-2-azaspiro[3.5]non-2-yl)propoxy)-2,2'-dimethyl-[1,1'-biphenyl]-3-yl)methoxy)-4-chloro-2-formylphenoxy)methyl)nicotinonitrile C1N(CC12COCCC2)CCCOC=2C(=C(C=CC2)C2=C(C(=CC=C2)COC=2C(=CC(=C(OCC=1C=NC=C(C#N)C1)C2)C=O)Cl)C)C